5-{4-[(1-{[3-fluoro-4-(propan-2-yl)phenyl]carbamoyl}-DL-prolyl)amino]phenyl}-6-methylpyridine-2-carboxylic acid FC=1C=C(C=CC1C(C)C)NC(=O)N1[C@@H](CCC1)C(=O)NC1=CC=C(C=C1)C=1C=CC(=NC1C)C(=O)O |r|